C1(CC1)N(CCO)C 2-[cyclopropyl(methyl)amino]ethan-1-ol